ClC1=NC(=CC=C1N1CCN(CC1)CC=1C(=C2NC(C=3N(C2=CC1)N=CC3C)=O)F)C(NC)=O 7-((4-(2-chloro-6-(methylcarbamoyl)pyridin-3-yl)piperazin-1-yl)methyl)-6-fluoro-3-methylpyrazolo[1,5-a]quinoxalin-4(5H)-one